(1s,4s)-4-((2-(cyclopropylamino)-5-(5-(4-methylpiperazin-1-yl)-1H-benzo[d]imidazol-2-yl)pyrimidin-4-yl)amino)cyclohexan-1-ol Disodium Pyrophosphate [O-]P([O-])(=O)OP(=O)(O)O.[Na+].[Na+].C1(CC1)NC1=NC=C(C(=N1)NC1CCC(CC1)O)C1=NC2=C(N1)C=CC(=C2)N2CCN(CC2)C